2-((3-(3-cyclopropyl-8,9-dihydropyrido[3',2':4,5]pyrrolo[1,2-a]pyrazin-7(6H)-yl)-3-oxopropoxy)methyl)azetidin C1(CC1)C1=CC=2C=C3N(CCN(C3)C(CCOCC3NCC3)=O)C2N=C1